2-(6-(2-chloro-6-propyl-7H-pyrrolo[2,3-d]pyrimidin-7-yl)pyridin-2-yl)propan-2-ol ClC=1N=CC2=C(N1)N(C(=C2)CCC)C2=CC=CC(=N2)C(C)(C)O